FC1=CC=C(C=C1)C=1C=C2N(N1)CC(C2)(C[2H])C[2H] 2-(4-fluorophenyl)-5,5-bis(methyl-d)-4,6-dihydropyrrolo[1,2-b]Pyrazole